tert-butyl 6-(4-((4-((4-((2-chlorophenyl)carbamoyl)phenyl)amino)-5-fluoropyrimidin-2-yl)amino)benzamido)-2-azaspiro[3.3]heptane-2-carboxylate ClC1=C(C=CC=C1)NC(=O)C1=CC=C(C=C1)NC1=NC(=NC=C1F)NC1=CC=C(C(=O)NC2CC3(CN(C3)C(=O)OC(C)(C)C)C2)C=C1